2-[6-[5-[2-(dibenzylamino)ethyl]-2-oxo-1,3,4-oxadiazol-3-yl]-2-nitropyridin-3-yl]oxyacetic acid ethyl ester C(C)OC(COC=1C(=NC(=CC1)N1C(OC(=N1)CCN(CC1=CC=CC=C1)CC1=CC=CC=C1)=O)[N+](=O)[O-])=O